2-(4-(benzyloxy)benzamido)-4-hydroxypyrimidine C(C1=CC=CC=C1)OC1=CC=C(C(=O)NC2=NC=CC(=N2)O)C=C1